2,4-dichloro-6,7-dimethyl-7h,8h-pyrido[3,4-d]pyrimidin-8-one ClC=1N=C(C2=C(N1)C(N(C(=C2)C)C)=O)Cl